N1(C=NC=C1)C(=O)O[C@H](C(=O)OC(C)(C)C)CCC(=O)OC(C)(C)C Di-tert-butyl (S)-2-((1H-imidazole-1-carbonyl)oxy)pentanedioate